BrC=1C=C2C(=CNC2=CC1)CC#N 2-(5-bromo-1H-indol-3-yl)acetonitrile